O-t-butyl-L-seryl-glycine C(C)(C)(C)OC[C@H](N)C(=O)NCC(=O)O